NC1=C(C(=NN1C1CCC1)C)C(=O)N 5-amino-1-cyclobutyl-3-methyl-1H-pyrazole-4-carboxamide